amino-(5R)-(4,4-difluoropiperidine-N-carbonyl)-piperidine NC1N(CCCC1)C(=O)N1CCC(CC1)(F)F